1,1-Bis(4-cyanatophenyl)-3,3,5-trimethyl-cyclohexane O(C#N)C1=CC=C(C=C1)C1(CC(CC(C1)C)(C)C)C1=CC=C(C=C1)OC#N